C(C)(=O)C1=NN(C2=CC=C(C=C12)C=1C=NC(=NC1)C)CC(=O)N1[C@@H]2C[C@H]2C[C@H]1C(=O)OC |&1:25| Methyl (1R,3S,SR)-2-(2-(3-acetyl-5-(2-methylpyrimidin-5-yl)-1H-indazol-1-yl)acetyl)-2-azabicyclo[3.1.0]hexane-3-carboxylate